3-aminopropyldimethylethoxysilane NCCC[Si](OCC)(C)C